(R)-6-chloro-3-((1-(2-cyano-3-(5-(difluoromethyl)isoindolin-2-yl)-7-methylquinoxalin-5-yl)ethyl)amino)picolinic acid ClC1=CC=C(C(=N1)C(=O)O)N[C@H](C)C1=C2N=C(C(=NC2=CC(=C1)C)C#N)N1CC2=CC=C(C=C2C1)C(F)F